C(C)(C)(C)OC(N[C@H]1[C@H](CCCC1)NC1=NC(=C2N=CN(C2=N1)C(C)C)NC1=CC(=CC=C1)Cl)=O |r| racemic-(cis-2-((6-((3-chlorophenyl)amino)-9-isopropyl-9H-purin-2-yl)amino)cyclohexyl)carbamic acid tert-butyl ester